tert-Butyl 3-allyl-3-(aminomethyl)pyrrolidine-1-carboxylate C(C=C)C1(CN(CC1)C(=O)OC(C)(C)C)CN